C[C@@H](CC)NC(O[C@H]1C[C@H](CC1)C1=CC(=NN1)NC(CC=1N=C2SC(=NN2C1)CC)=O)=O (1R,3S)-3-(3-{[(2-ethyl-imidazo[2,1-b][1,3,4]-thiadiazol-6-yl)acetyl]-amino}-1H-pyrazol-5-yl)-cyclopentyl (2S)-butan-2-ylcarbamate